FC1(CC(C1)(C(=O)NC=1C=CC(=NC1)C=1N=NN(C1NC(O[C@H](C)C=1C(=NC=C(C1)F)F)=O)C)C)F (R)-1-(2,5-difluoropyridin-3-yl)ethyl (4-(5-(3,3-difluoro-1-methylcyclobutane-1-carboxamido)pyridin-2-yl)-1-methyl-1H-1,2,3-triazol-5-yl)carbamate